2-(2,2,2-trifluoroacetyl)-1,2,3,4-tetrahydro-isoquinoline-7-sulfonyl chloride FC(C(=O)N1CC2=CC(=CC=C2CC1)S(=O)(=O)Cl)(F)F